2-(4-methylbenzoyl)-6-(2-chloroacetamido)-4(3H)-quinazolinone CC1=CC=C(C(=O)C2=NC3=CC=C(C=C3C(N2)=O)NC(CCl)=O)C=C1